C(C1=CC=CC=C1)OC(=O)N1CC(N(CC1)CC1=C2C=CN(C2=C(C=C1OC)C)C(=O)OC(C)(C)C)C1=CC(=C(C=C1)C(=O)OC)C tert-butyl 4-((4-((benzyloxy)carbonyl)-2-(4-(methoxycarbonyl)-3-methylphenyl)piperazin-1-yl)methyl)-5-methoxy-7-methyl-1H-indole-1-carboxylate